C(C)(C)(C)C1=CC=CC2=C1N=C(O2)C=2SC=CC2 2-(tert-butylbenzoxazolyl)-thiophene